METHYL (3S)-3-AMINO-3-(6-FORMYL(3-PYRIDYL))PROPANOATE N[C@@H](CC(=O)OC)C=1C=NC(=CC1)C=O